(t-butyldimethyl-methyl)Silane C(C)(C)(C)C(C)(C)[SiH3]